FC(C=1C=C(C=CC1)NC(=O)C1=C(C=CC=C1)NC(=O)C1=C(OCCN2CCN(CC2)C(=O)OC(C)(C)C)C=CC=C1)(F)F tert-Butyl 4-(2-(2-((2-((3-(trifluoromethyl)phenyl)carbamoyl)phenyl)carbamoyl)phenoxy)ethyl)piperazine-1-carboxylate